BrC1=C(C(=O)O)C=C(C(=C1)F)C 2-bromo-4-fluoro-5-methylbenzoic acid